N1(CCCC2=CC=CC=C12)C1CCC=2C(=NC(=NC2C1)OCC1N(CCC1)C)N1CCN(CC1)C(C=C)=O 1-(4-(7-(3,4-dihydroquinolin-1(2H)-yl)-2-((1-methylpyrrolidin-2-yl)methoxy)-5,6,7,8-tetrahydroquinazolin-4-yl)piperazin-1-yl)prop-2-en-1-one